C(C)(C)(C)OC(=O)NCC1=NC=C2C=CC(=NC2=C1)N1CC(CCC1)C(=O)OCC ethyl 1-(7-(((tert-butoxy carbonyl)amino)methyl)-1,6-naphthyridin-2-yl)piperidine-3-carboxylate